N1C(NCC2=C1C=NC=N2)=O 3,4-dihydropyrimido[5,4-d]pyrimidin-2(1H)-one